4-(dimethylamino)-7-(8-ethyl-7-fluoro-3-(methoxymethoxy)naphthalen-1-yl)-8-fluoro-2-(((2R,7aS)-2-fluorotetrahydro-1H-pyrrolizin-7a(5H)-yl)methoxy)quinazolin-6-ol CN(C1=NC(=NC2=C(C(=C(C=C12)O)C1=CC(=CC2=CC=C(C(=C12)CC)F)OCOC)F)OC[C@]12CCCN2C[C@@H](C1)F)C